F[P-](F)(F)(F)(F)F.N1(N=NC2=C1C=CC=C2)[P+](N(C)C=O)(N(C)C)N(C)C 1H-benzotriazol-1-yl-oxotris(dimethylamino)phosphonium hexafluorophosphate